2-((2-ethyl-6-(6-(4-oxopiperidin-1-yl)pyridin-3-yl)imidazo[1,2-a]pyridin-3-yl)(methyl)amino)-4-(4-fluorophenyl)thiazole-5-carbonitrile C(C)C=1N=C2N(C=C(C=C2)C=2C=NC(=CC2)N2CCC(CC2)=O)C1N(C=1SC(=C(N1)C1=CC=C(C=C1)F)C#N)C